(R or S)-N-(2-(1-cyclopropyl-2-hydroxy-2-methylpropyl)-3-oxoisoindolin-4-yl)-3-fluoro-2-methylbenzamide C1(CC1)[C@H](C(C)(C)O)N1CC2=CC=CC(=C2C1=O)NC(C1=C(C(=CC=C1)F)C)=O |o1:3|